(R,R)-trans-(3-((4-(aminomethyl)-6-(trifluoromethyl)pyridin-2-yl)oxy)phenyl)(3-fluoro-4-hydroxypyrrolidin-1-yl)methanone, methanesulfonate salt CS(=O)(=O)O.NCC1=CC(=NC(=C1)C(F)(F)F)OC=1C=C(C=CC1)C(=O)N1C[C@H]([C@@H](C1)O)F